The molecule is a diether consisting of pentane-1,5-diol in which both hydroxyl hydrogens have been replaced by 4-amidinophenyl groups. A trypanocidal drug that is used for treatment of cutaneous leishmaniasis and Chagas disease. It has a role as a trypanocidal drug, an antifungal agent, a NMDA receptor antagonist, an anti-inflammatory agent, a chemokine receptor 5 antagonist, an EC 2.3.1.48 (histone acetyltransferase) inhibitor, a calmodulin antagonist, a S100 calcium-binding protein B inhibitor and a xenobiotic. It is a carboxamidine, a diether and an aromatic ether. It is a conjugate base of a pentamidinium(2+). C1=CC(=CC=C1C(=N)N)OCCCCCOC2=CC=C(C=C2)C(=N)N